COC(=O)C=1CC2=C(N=C(N=C2)Cl)N1 2-chloro-pyrrolo[2,3-d]Pyrimidine-6-carboxylic acid methyl ester